(S)-2-((3-bromophenoxy)methyl)oxirane BrC=1C=C(OC[C@H]2OC2)C=CC1